tert-butyl 4-(3-((4-((2-(2-fluorophenyl)pyridin-4-yl)amino)-6-nitroquinazolin-7-yl)oxy)propyl)piperazine-1-carboxylate FC1=C(C=CC=C1)C1=NC=CC(=C1)NC1=NC=NC2=CC(=C(C=C12)[N+](=O)[O-])OCCCN1CCN(CC1)C(=O)OC(C)(C)C